N-(1-cyanocyclopropyl)-9-(5-(difluoromethyl)-1,3,4-thiadiazol-2-yl)-4-(1-isobutyrylpiperidin-4-yl)-9H-pyrido[2,3-b]indole-7-sulfonamide C(#N)C1(CC1)NS(=O)(=O)C1=CC=C2C3=C(N(C2=C1)C=1SC(=NN1)C(F)F)N=CC=C3C3CCN(CC3)C(C(C)C)=O